C(C)OC(=O)C=1C(=NC(=NC1)SC)OCC 4-ethoxy-2-(methylsulfanyl)pyrimidine-5-carboxylic acid ethyl ester